2,4-dimethoxy-6-phenyl-1,3,5-triazine COC1=NC(=NC(=N1)OC)C1=CC=CC=C1